4-((3-fluoropyridin-2-yl)thio)-6-(1-(1-methyl-6-oxopiperidin-3-yl)-1H-pyrazol-4-yl)pyrazolo[1,5-a]pyridine-3-carbonitrile FC=1C(=NC=CC1)SC=1C=2N(C=C(C1)C=1C=NN(C1)C1CN(C(CC1)=O)C)N=CC2C#N